3,5-dimethoxy-[1,1'-biphenyl]-4-sulfonyl chloride COC=1C=C(C=C(C1S(=O)(=O)Cl)OC)C1=CC=CC=C1